(S)-2-(4-(6-((4-(1H-1,2,3-triazol-1-yl)benzyl)oxy)pyridin-2-yl)-2,5-difluorobenzyl)-1-(4,4-dimethyltetrahydrofuran-3-yl)-4-fluoro-1H-benzo[d]imidazole-6-carboxylic acid N1(N=NC=C1)C1=CC=C(COC2=CC=CC(=N2)C2=CC(=C(CC3=NC4=C(N3[C@@H]3COCC3(C)C)C=C(C=C4F)C(=O)O)C=C2F)F)C=C1